FC=1C=C(C=C(C1N1S(NC(C1)=O)(=O)=O)O)NC(=O)N[C@H](CO)C1=CC=CC=C1 1-[3-fluoro-5-hydroxy-4-(1,1,4-trioxo-1,2,5-thiadiazolidin-2-yl)phenyl]-3-[(1S)-2-hydroxy-1-phenyl-ethyl]urea